5-fluoro-2-methoxy-6-(4-(1-methylazetidin-3-yl)piperazin-1-yl)-N-(4-methylpent-2-yn-1-yl)-1H-benzo[d]Imidazole-1-carboxamide FC1=CC2=C(N(C(=N2)OC)C(=O)NCC#CC(C)C)C=C1N1CCN(CC1)C1CN(C1)C